C(C)C(C(=O)O)=CCCC.C1(CC1)C=1N(C2=C(C=NC=3N=C(C=CC23)OC)N1)CC1=CC=C(C=N1)S(=O)(=O)N 6-((2-Cyclopropyl-7-methoxy-1H-imidazo[4,5-c][1,8]naphthyridin-1-yl)methyl)pyridine-3-sulfonamide 2-ethyl-hexenoate